(7-cyclobutyl-2-{[(2R,7aS)-2-fluorotetrahydro-1H-pyrrolizin-7a(5H)-yl]methoxy}-6-[(4-methoxybenzyl)sulfanyl]-7H-purin-8-yl)[8-ethynyl-7-fluoro-3-(methoxymethoxy)-1-naphthyl]methanone C1(CCC1)N1C(=NC2=NC(=NC(=C12)SCC1=CC=C(C=C1)OC)OC[C@]12CCCN2C[C@@H](C1)F)C(=O)C1=CC(=CC2=CC=C(C(=C12)C#C)F)OCOC